(3-fluoro-4-nitrophenyl)acetamide FC=1C=C(C=CC1[N+](=O)[O-])CC(=O)N